BrC1=CC(=C2C(NC(C2=C1)=O)C1=C(C=CC(=C1)F)Cl)C1C2(OC1)CN(C1=CC=C(C=C12)F)C(=O)N (6-bromo-3-(2-chloro-5-fluorophenyl)-1-oxoisoindolin-4-yl)-5-fluoro-spiro[indolin-3,2'-oxetane]-1-carboxamide